4-amino-2-methyl-10H-thieno[2,3-b][1,5]benzodiazepine Hydrochloride salt Cl.NC=1C2=C(NC3=C(N1)C=CC=C3)SC(=C2)C